(S)-benzyl 2-((4-nitrophenoxy)carbonyloxy)propanoate [N+](=O)([O-])C1=CC=C(OC(=O)O[C@H](C(=O)OCC2=CC=CC=C2)C)C=C1